C(C)OC1=NN=C(S1)NC(C1=CN=C(C=C1C1=C(C=CC=C1OC)F)C)=O N-(5-Ethoxy-1,3,4-thiadiazol-2-yl)-4-(2-fluoro-6-methoxyphenyl)-6-methylnicotinamide